CC=1SC2=C(C(C1)=C(C#N)C#N)C=CC=C2 2-(2-methyl-4H-1-benzothiopyran-4-ylidene)malononitrile